ClC1=CC=C(C=C1)C1=C(C=CC=C1)CN1CN(CC1)CC=1C=C2CN(C(C2=CC1)=O)C1C(NC(CC1)=O)=O 3-(5-((3-((4'-chloro-[1,1'-biphenyl]-2-yl)methyl)imidazolidin-1-yl)methyl)-1-oxoisoindolin-2-yl)piperidine-2,6-dione